1-methoxy-4-(nonadec-18-ynoxymethyl)benzene COC1=CC=C(C=C1)COCCCCCCCCCCCCCCCCCC#C